C(C)(C)(C)OC(=O)N1CCC(CC1)CN1[C@H](CCC1)C(=O)OC (R)-4-((2-(methoxycarbonyl)pyrrolidin-1-yl)methyl)piperidine-1-carboxylic acid tert-butyl ester